7-chloro-1,2,3,4-tetrahydro-1-(2-methyl-4-nitrobenzoyl)-5H-1-benzoazepin ClC=1C=CC2=C(CCCCN2C(C2=C(C=C(C=C2)[N+](=O)[O-])C)=O)C1